(1S,3R)-3-(3-{[(3-methylimidazo[2,1-b][1,3]thiazol-6-yl)acetyl]amino}-1H-pyrazol-5-yl)cyclopentyl propylcarbamate C(CC)NC(O[C@@H]1C[C@@H](CC1)C1=CC(=NN1)NC(CC=1N=C2SC=C(N2C1)C)=O)=O